O[C@H](COS(=O)(=O)[O-])[C@H]([C@@H]([C@H](C(=O)NCCCCCCCC\C=C/CCCCCCCC)O)O)O.[Na+].ClC1=C(C(=CC=C1)Cl)CC=O 2-(2,6-dichloroPhenyl)ethan-1-one sodium (2R,3R,4S,5R)-2,3,4,5-tetrahydroxy-6-(((Z)-octadec-9-en-1-yl)amino)-6-oxohexyl-sulfate